(3S)-3-[ethyl(9H-fluoren-9-ylmethoxycarbonyl)amino]-4-oxo-4-piperidin-1-ylbutanoic acid C(C)N([C@@H](CC(=O)O)C(N1CCCCC1)=O)C(=O)OCC1C2=CC=CC=C2C=2C=CC=CC12